isopropyl ((S)-((S)-2,2-difluoro-1-((2S,3S,5R)-5-(5-fluoro-2,4-dioxo-3,4-dihydropyrimidin-1(2H)-yl)-3-hydroxytetrahydrofuran-2-yl)ethoxy)(naphthalen-1-yloxy)phosphoryl)-L-alaninate FC([C@@H](O[P@](=O)(OC1=CC=CC2=CC=CC=C12)N[C@@H](C)C(=O)OC(C)C)[C@H]1O[C@H](C[C@@H]1O)N1C(NC(C(=C1)F)=O)=O)F